CN(CC(=O)NC1=CC=C(C=C1)NC=1N=CC2=C(N1)CN(CC2)C2=C(C1=C(OCCN1C(=O)OC(C)(C)C)N=C2)C)C tert-butyl 7-[2-({4-[2-(dimethylamino) acetamido]phenyl}amino)-5H,6H,7H,8H-pyrido[3,4-d]pyrimidin-7-yl]-8-methyl-1H,2H,3H-pyrido[2,3-b][1,4]oxazine-1-carboxylate